(Z)-3-((3,3-dibutyl-7-(methylthio)-1,1-dioxido-5-phenyl-2,3,4,5-tetrahydro-1,5-benzothiazepin-8-yl)oxy)-2-fluoroacrylic acid C(CCC)C1(CS(C2=C(N(C1)C1=CC=CC=C1)C=C(C(=C2)O\C=C(\C(=O)O)/F)SC)(=O)=O)CCCC